BrC1=C(C=CC=C1)C1=CC(=CC=C1)NC1=CC=CC=C1 2'-bromo-N-phenyl-[1,1'-biphenyl]-3-amine